C1=CC=C(C=2C3=CC=CC=C3NC12)B(O)O 9H-Carbazol-4-ylboronic acid